Methyl 1-((4-fluorophenyl)(methoxymethyl)carbamoyl)cyclopropane-1-carboxylate FC1=CC=C(C=C1)N(C(=O)C1(CC1)C(=O)OC)COC